C(C=CCCCC=C)C1C(=O)OC(C1)=O (2,7-octadiene-1-yl)succinic anhydride